2-methylpropanoic acid (6S,7R,8R)-8-benzyl-3-[(3-hydroxy-4-methoxypyridine-2-carbonyl) amino]-6-methyl-4,9-dioxo-1,5-dioxononan-7-yl ester C(C1=CC=CC=C1)[C@H]([C@H]([C@@H](C(C(C(CC=O)NC(=O)C1=NC=CC(=C1O)OC)=O)=O)C)OC(C(C)C)=O)C=O